BrCC(F)F 2-Bromo-1,1-difluoroethane